BrC1=C(C(=NC=C1)C(=O)N1CCC2(C(N3[C@H](O2)CC[C@H]3C3=CC(=CC(=C3)F)F)=O)CC1)C (5'S,7a'R)-1-(4-bromo-3-methylpyridine-2-carbonyl)-5'-(3,5-difluorophenyl)tetra-hydro-3'H-spiro[piperidine-4,2'-pyrrolo[2,1-b][1,3]-oxazol]-3'-one